OC1CC2CCC(C1)N2C(=O)C2=CC1=C(C=N2)C=NN1 (3-endo-hydroxy-8-azabicyclo[3.2.1]oct-8-yl)-(1H-pyrazolo[4,3-c]pyridin-6-yl)methanone